C(C)(=O)C1=CC=C(O1)/C=C/C(=O)O (E)-3-(5-ACETYL-FURAN-2-YL)ACRYLIC ACID